ethyl 2,2-dimethyl-3-aminopropionate hydrochloride Cl.CC(C(=O)OCC)(CN)C